C(C)(C)(C)OC(=O)NC=1C=NN(C1)C(C)[B-](F)(F)F.[K+] Potassium (1-(4-((tert-butoxycarbonyl)amino)-1H-pyrazol-1-yl)ethyl)trifluoroborate